1-Ethyl-3-methylimidazolium octanoat C(CCCCCCC)(=O)[O-].C(C)N1C=[N+](C=C1)C